FC1=CC(=CC(=N1)OCC1CN(C1)C(=O)N1C[C@@H]2[C@@H](OCC(N2)=O)CC1)C(F)(F)F (4aR,8aS)-6-[3-[[6-fluoro-4-(trifluoromethyl)-2-pyridyl]oxymethyl]azetidine-1-carbonyl]-4,4a,5,7,8,8a-hexahydropyrido[4,3-b][1,4]oxazin-3-one